C(C)(C)(C)OC(=O)NC12CCC(C1)(C2)C(=O)O 4-[(tert-butoxycarbonyl)amino]bicyclo[2.1.1]hexane-1-carboxylic acid